2,4-dimethyl-2-pentanol CC(C)(CC(C)C)O